C1(CCCCC1)[C@@H](C(=O)N1[C@@H](CCCC1)C(=O)O)C1=CC(=C(C(=C1)OC)OC)O (S)-1-((R)-2-cyclohexyl-2-(3-hydroxy-4,5-dimethoxyphenyl)acetyl)piperidine-2-carboxylic acid